ClC=1C=C2CC(CC2=CC1)(C(=O)OC)O 5-chloro-2,3-dihydro-2-hydroxy-2-methoxycarbonyl-1H-indene